7'-chlorospiro[fluorene-9,5'-indeno[1,2-c]pyridine] ClC=1C=C2C3(C4=C(C=NC=C4)C2=CC1)C1=CC=CC=C1C=1C=CC=CC13